OC(CCCC(CC1SC[C@H](N1)C(=O)OCC)C)(C)C ethyl (±)-(4R)-2-(6-hydroxy-2,6-dimethylheptyl)thiazolidine-4-carboxylate